OC1=C(N=C(N(C1=O)C)C1=CC=CC=C1)C(=O)NC=1C=NOC1 5-Hydroxy-N-(Isoxazol-4-Yl)-1-Methyl-6-Oxo-2-Phenyl-1,6-Dihydropyrimidine-4-Carboxamide